(2S,5S)-4-(4-fluoro-1-(thiazolo[5,4-d]pyrimidin-7-yl)piperidine-4-carbonyl)-2,3,4,5-tetrahydro-2,5-methanopyrido[3,4-f][1,4]oxazepine-9-carbonitrile FC1(CCN(CC1)C=1C2=C(N=CN1)SC=N2)C(=O)N2C[C@H]1OC3=C([C@@H]2C1)C=NC=C3C#N